N1=CC=CC2=CC=CC(=C12)CCC=O 3-(quinolin-8-yl)propanal